C(C)(C)(C)OC(=O)N1CCN(CC1)C=1OC=C(N1)C(=O)OCC ethyl 2-(4-(tert-butoxycarbonyl)piperazin-1-yl)oxazole-4-carboxylate